NC1=CC=C(C=C1)C(=O)C1=CC=C(C=C1)F (4-aminophenyl)(4-fluorophenyl)methanone